C(C)(C)(C)OC(=O)N1C(C(CCC1)C)NC=1C=2N(N=C(C1)C1=C(C=CC=C1F)F)C(=CN2)Cl ((3-chloro-6-(2,6-difluorophenyl)imidazo[1,2-b]pyridazin-8-yl)amino)-3-methylpiperidine-1-carboxylic acid tert-butyl ester